2-(2-(3,4-dihydro-2H-pyran-6-yl)-5-ethyl-6-(4-(3-hydroxypicolinoyl)piperazin-1-yl)-7-oxo-[1,2,4]triazolo[1,5-a]pyrimidin-4(7H)-yl)-N-(2-methyl-6-(trifluoromethyl)pyridin-3-yl)acetamide O1CCCC=C1C1=NN2C(N(C(=C(C2=O)N2CCN(CC2)C(C2=NC=CC=C2O)=O)CC)CC(=O)NC=2C(=NC(=CC2)C(F)(F)F)C)=N1